1-((3R,4S)-4-(3-((4-amino-5-(4-chloro-3-ethylphenyl)-7-isopropyl-7H-pyrrolo[2,3-d]pyrimidin-6-yl)ethynyl)azetidin-1-yl)-3-hydroxypiperidin-1-yl)prop-2-en-1-one NC=1C2=C(N=CN1)N(C(=C2C2=CC(=C(C=C2)Cl)CC)C#CC2CN(C2)[C@@H]2[C@@H](CN(CC2)C(C=C)=O)O)C(C)C